5-(difluoromethyl)-3-((1-methylpiperidin-4-yl)oxy)thiophene-2-carboxamide FC(C1=CC(=C(S1)C(=O)N)OC1CCN(CC1)C)F